4-((3-methoxy-4-fluorophenyl)amino)-7-fluoro-1H-indole-2-carboxylic acid ethyl ester C(C)OC(=O)C=1NC2=C(C=CC(=C2C1)NC1=CC(=C(C=C1)F)OC)F